Methyl-Hexahydro-1H-Cyclopenta[1,2-a]Phenanthrene-6,7-diol CC1CCC2C1=CC=C1C=3C=CC(=C(C3CCC21)O)O